CN1C(=NC2=C1C=CC(=C2)OC2=CC(=NC=C2)C=2NC(=CN2)C(F)(F)F)NC2=CC=C(C=C2)C(F)(F)F 1-methyl-5-[2-[5-(trifluoromethyl)-1H-imidazol-2-yl]Pyridin-4-yl]oxy-N-[4-(trifluoromethyl)phenyl]Benzimidazole-2-amine